S1C(=NC2=C1C=CC=C2)CN2CCN(CC2)C2=C(C(=O)NS(=O)(=O)CC)C=CC=C2 2-[4-(1,3-benzo-thiazol-2-ylmeth-yl)piperazin-1-yl]-N-ethylsulfonyl-benzamide